3-(4-bromophenoxy)-3-methyloxetane BrC1=CC=C(OC2(COC2)C)C=C1